4-methyl-7-((3aS,4R,6aR)-2,2,6a-trimethyl-6-(prop-1-en-2-yl)-3a,6a-dihydro-4H-cyclopenta[d][1,3]dioxol-4-yl)-7H-pyrrolo[2,3-d]pyrimidine CC=1C2=C(N=CN1)N(C=C2)[C@@H]2C=C([C@]1(OC(O[C@H]12)(C)C)C)C(=C)C